COC(C1=C(N=CC=C1)CN1C(N(C=2N=C(N(C2C1=O)CC#CC)N1CC(CCC1)NC(=O)OC(C)(C)C)C)=O)=O 2-((7-(but-2-yn-1-yl)-8-(3-((tert-butoxycarbonyl)amino)piperidin-1-yl)-3-methyl-2,6-dioxo-2,3,6,7-tetrahydro-1H-purin-1-yl)methyl)nicotinic acid methyl ester